2-(oxetan-3-ylmethyl)-4-(piperazin-1-yl)indazole-7-carboxamide O1CC(C1)CN1N=C2C(=CC=C(C2=C1)N1CCNCC1)C(=O)N